C(CC)CN([O-])C.C(CCCCCCCCCCC)(=O)N lauric acid amide propyl-dimethyl-aminoxide